2-(3-hydroxy-4-methoxyphenyl)-1,3-benzodioxole OC=1C=C(C=CC1OC)C1OC2=C(O1)C=CC=C2